CC(C(=O)O)(C)OC1=CC=C(C=C1)\C=C\C(=O)C1=CC=C(C=2C=COC21)SC (E)-2-methyl-2-(4-(3-(4-(methylthio)benzofuran-7-yl)-3-oxoprop-1-en-1-yl)phenoxy)propanoic acid